Cl.COC(CCCN)=O methyl-4-aminobutanoate hydrochloride